2-propenoic acid, 9,9-diethoxy-4-oxo-3,10-dioxa-5-aza-9-siladodec-1-yl ester C(C=C)(=O)OCCOC(NCCC[Si](OCC)(OCC)OCC)=O